5-(2-(cyclopropyl-methyl)-1-(3-(4-methylpiperazin-1-yl)-bicyclo[1.1.1]pentan-1-yl)-1H-imidazol-4-yl)-3-(trifluoromethoxy)-pyridin-2-amine C1(CC1)CC=1N(C=C(N1)C=1C=C(C(=NC1)N)OC(F)(F)F)C12CC(C1)(C2)N2CCN(CC2)C